COC1=CC=C(C=C1)CNC 1-(4-methoxyphenyl)N-methylmethanamine